C(C(=C)C)(=O)NCCC[Si](C)(C)C gamma-methacrylamidopropyl-trimethylsilane